CC(C#C)(C#CC(CC)(OOC(C)(C)C)C)OOC(C)(C)C 3,6-dimethyl-3,6-di(tert-butylperoxy)octadiyne